C1(CC1)CN1N=C(C(=C1)C(=O)OCC)SC ethyl 1-(cyclopropylmethyl)-3-(methylsulfanyl)-1H-pyrazole-4-carboxylate